4-(2-(4-(trifluoromethoxy)phenyl)-2H-tetrazol-5-yl)aniline FC(OC1=CC=C(C=C1)N1N=C(N=N1)C1=CC=C(N)C=C1)(F)F